[C@H](C)(CC)NC=1N=CC2=C(N1)NC=C2C2=CC=C1C(CC(OC1=C2)(C)C)=O (S)-7-(2-(sec-butylamino)-7H-pyrrolo[2,3-d]pyrimidin-5-yl)-2,2-dimethylchroman-4-one